1-((3aR,5S,6aR)-2,2-Dimethyltetrahydrofuro[2,3-d][1,3]dioxol-5-yl)propan-1-one CC1(O[C@H]2[C@@H](O1)O[C@@H](C2)C(CC)=O)C